Cl.ClC1=C(C=C(OCC(=O)N)C=C1)F 2-(4-chloro-3-fluoro-phenoxy)acetamide HCl salt